dicyclopentadiene dicarbamate C(N)(O)=O.C(N)(O)=O.C1=CC=CC1.C1=CC=CC1